C(C1CO1)OCCC[Si](OC)(OC)OC γ-glycidyloxypropyltrimethoxysilane